C(C)OC1=NC=C(C=C1S(=O)(=O)N)F 2-ethoxy-5-fluoropyridine-3-sulfonamide